6-(3,3-difluoropyrrolidin-1-yl)-13-isopropyl-5,8,12,13-tetrazatetracyclo[15.4.0.02,7.010,14]henicosa-1(21),2(7),3,5,10(14),11,17,19-octaen-9-one FC1(CN(CC1)C1=NC=CC=2C3=CC=CC=C3CCC=3N(N=CC3C(NC12)=O)C(C)C)F